2-((7H-pyrrolo[2,3-d]pyrimidin-4-yl)amino)-6a-methyl-6a,7,8,9-tetrahydropyrido[3,2-e]pyrrolo[1,2-a]pyrimidin-5(6H)-one hydrochloride Cl.N1=CN=C(C2=C1NC=C2)NC=2C=CC=1C(NC3(N(C1N2)CCC3)C)=O